OCCCCC[N+]1=C(N(C(=C1C)C)C)C 3-(5-hydroxypentyl)-1,2,4,5-tetramethyl-1H-imidazol-3-ium